N1=C(C=CC(=C1)N)C1=NC=C(C=C1)N 2,2'-Bipyridine-5,5'-diamine